calcium (2R,3S,4R,5R)-2,3,4,5,6-pentahydroxyhexanoate O[C@@H](C(=O)[O-])[C@H]([C@@H]([C@@H](CO)O)O)O.[Ca+2].O[C@@H](C(=O)[O-])[C@H]([C@@H]([C@@H](CO)O)O)O